3-(4-tert-butylbenzylidene)-5-(2-bromo-4-fluorobenzylidene)-4-piperidone C(C)(C)(C)C1=CC=C(C=C2CNCC(C2=O)=CC2=C(C=C(C=C2)F)Br)C=C1